BrC=1C=CC=C2C(=CNC12)C1=NC(=NC=C1C(F)(F)F)N[C@@H]1CNCCC1 (S)-3-((4-(7-Bromo-1H-indol-3-yl)-5-(trifluoromethyl)pyrimidin-2-yl)amino)piperidine